ClC=1C(=C(C(=O)NS(=O)(=O)C=2N(C=CN2)C)C(=CC1)Cl)OC 3,6-dichloro-2-methoxy-N-((1-methyl-1H-imidazol-2-yl)sulfonyl)benzamide